2-methyl-2H-indazole hydrochloride Cl.CN1N=C2C=CC=CC2=C1